(9R,13S)-13-amino-3,9-dimethyl-3,4,7,17-tetraazatricyclo[12.3.1.02,6]Octadecan-1(18),2(6),4,14,16-pentaen-8-one N[C@H]1CCC[C@H](C(NC=2C=NN(C2C=2N=CC=C1C2)C)=O)C